2-(2-Methyl-3-(4-(trifluoromethyl)phenyl)propyl)-7-thia-2-azaspiro[3.5]nonane 7,7-dioxide CC(CN1CC2(C1)CCS(CC2)(=O)=O)CC2=CC=C(C=C2)C(F)(F)F